(E)-N-(2-(4-methoxypiperidin-1-yl)ethyl)-4-(4-(4-(3-methoxystyryl)benzamido)-1-methyl-1H-pyrrole-2-carboxamido)-1-methyl-1H-pyrrole-2-carboxamide COC1CCN(CC1)CCNC(=O)C=1N(C=C(C1)NC(=O)C=1N(C=C(C1)NC(C1=CC=C(C=C1)\C=C\C1=CC(=CC=C1)OC)=O)C)C